5-(2-Methylphenyl)-1H-pyrrole-3-carbonitrile CC1=C(C=CC=C1)C1=CC(=CN1)C#N